3-(1-((2,5-Bis(trifluoromethyl)pyrazolo[1,5-a]pyrimidin-7-yl)amino)-2-(4-fluorophenyl)-3-hydroxypropan-2-yl)pyrrolidine-1-carboxamide FC(C1=NN2C(N=C(C=C2NCC(CO)(C2=CC=C(C=C2)F)C2CN(CC2)C(=O)N)C(F)(F)F)=C1)(F)F